D-3-bromo-2-((ethylamino)methyl)-4-fluorophenol BrC=1C(=C(C=CC1F)O)CNCC